1-((difluoromethoxy)methyl)-N-methylcyclopropan-1-amine hydrochloride Cl.FC(OCC1(CC1)NC)F